D-Mannoheptose C([C@H]([C@H]([C@@H]([C@@H](C(C=O)O)O)O)O)O)O